OC1=CC=C(C=C1)N1CCN(CC1)C1CC2=C(N(N=C2CC1)C1=NC=CC=C1)O 5-(4-(4-Hydroxyphenyl)piperazin-1-yl)-2-(pyridin-2-yl)-4,5,6,7-tetrahydro-2H-indazol-3-ol